FC=1C=C(N)C=C(C1OC1=C2C(=NC=C1)N(C=C2C2=CC=NN2C(C)C)COCC[Si](C)(C)C)F 3,5-difluoro-4-[(3-[1-(propan-2-yl)-1H-pyrazol-5-yl]-1-{[2-(trimethylsilyl)ethoxy]methyl}-1H-pyrrolo[2,3-b]pyridin-4-yl)oxy]aniline